BrCC1=NN(C(=C1)C1=CC(=CC=C1)OC1CC1)C1=C(N(C)C)C=CC=C1 2-[3-(Bromomethyl)-5-(3-cyclopropoxyphenyl)-1H-pyrazol-1-yl]-N,N-dimethylaniline